CCCCCC/C(=C\C1=CC=CC=C1)/C=O HEXYLCINNAMALDEHYDE